CN(C(CN)CC)C 2-N,2-N-dimethylbutane-1,2-diamine